N-(4-(2-(((1R,3R)-3-amino-cyclopentyl)-amino)quinazolin-6-yl)-2-fluoro-phenyl)-2-chloro-benzenesulfonamide N[C@H]1C[C@@H](CC1)NC1=NC2=CC=C(C=C2C=N1)C1=CC(=C(C=C1)NS(=O)(=O)C1=C(C=CC=C1)Cl)F